ClC1=CC=C(C=C1)C1=C(CCC(C1)(C)C)N1CCNCC1 (4'-chloro-5,5-dimethyl-3,4,5,6-tetrahydro-[1,1'-biphenyl]-2-yl)(piperazine)